FC(C1=NC(=CC(=C1)O)C(F)(F)F)(F)F 2,6-bis(trifluoromethyl)pyridin-4-ol